N-(5-(2-(4-methoxy-4-methylpiperidin-1-yl)acetamido)-2-methylpyridin-3-yl)-2-(1-methyl-1H-pyrazol-4-yl)-1H-pyrrolo[2,3-b]pyridine-5-carboxamide COC1(CCN(CC1)CC(=O)NC=1C=C(C(=NC1)C)NC(=O)C=1C=C2C(=NC1)NC(=C2)C=2C=NN(C2)C)C